Triundecyl-glycerol sodium 3-[(2,3-dihydrothieno[3,4-b]-[1,4]dioxin-2-yl)methoxy]-1-fluoro-1-propanesulfonate O1C=2C(OCC1COCCC(S(=O)(=O)[O-])F)=CSC2.[Na+].C(CCCCCCCCCC)C(C(O)(CCCCCCCCCCC)CCCCCCCCCCC)(O)CO